tert-Butyl 3-[(2,2,3,3-tetramethylcyclopropyl)methoxy]pyrazole-1-carboxylate CC1(C(C1(C)C)COC1=NN(C=C1)C(=O)OC(C)(C)C)C